4-ethyl-2,6-dimethoxy-phenol C(C)C1=CC(=C(C(=C1)OC)O)OC